FC1=CC2=C(C=C1)C=1CN(CCCC1O2)C 8-fluoro-2-methyl-2,3,4,5-tetrahydro-1H-benzofuro[3,2-c]azepine